N1(N=NC2=C1C=CC=C2)OC2=NC=CC(=C2[N+](=O)[O-])N[C@H]2CN(C[C@H](C2)O)C(=O)OC(C)(C)C tert-butyl (3R,5S)-3-[[2-(benzotriazol-1-yloxy)-3-nitro-4-pyridyl]amino]-5-hydroxy-piperidine-1-carboxylate